5-methyl-2-phenyl-3-(piperidin-1-yl)-6-(pyridin-3-yloxy)pyrazolo[1,5-a]pyrimidin-7(4H)-one CC=1NC=2N(C(C1OC=1C=NC=CC1)=O)N=C(C2N2CCCCC2)C2=CC=CC=C2